FC(CNS(=O)(=O)C1=CC=C(C=C1)NC1=NC=C(C(=N1)N1CCOC2(CCC2)C1)F)F N-(2,2-difluoroethyl)-4-[(5-fluoro-4-{5-oxa-8-azaspiro[3.5]nonan-8-yl}pyrimidin-2-yl)amino]benzenesulfonamide